FC1=CC(=C(OC=2N=NC(=C(C2C(=O)NC2=CC(=CC=C2)S(=O)(=N)C)C)C#CC)C=C1)C 3-(4-Fluoro-2-methylphenoxy)-5-methyl-N-(3-(S-methylsulfonimidoyl)phenyl)-6-(prop-1-yn-1-yl)pyridazine-4-carboxamide